N-((R)-1-(3-(difluoromethyl)-2-fluorophenyl)ethyl)-1-(1-(difluoromethyl)cyclopropyl)-4-(((1S,4S,5R)-2-methyl-2-azabicyclo[2.2.1]hept-5-yl)amino)-6-oxo-1,6-dihydropyridine-3-carboxamide FC(C=1C(=C(C=CC1)[C@@H](C)NC(=O)C1=CN(C(C=C1N[C@H]1[C@@H]2CN([C@H](C1)C2)C)=O)C2(CC2)C(F)F)F)F